N-[(1S)-1-cyclohexyl-2-[4-(3,5-dimethyl-1H-pyrazol-4-yl)-3-hydroxy-anilino]-2-oxo-ethyl]-2-methyl-pyrazole-3-carboxamide C1(CCCCC1)[C@@H](C(=O)NC1=CC(=C(C=C1)C=1C(=NNC1C)C)O)NC(=O)C=1N(N=CC1)C